(4S)-4-(2,3-dichloro-6-hydroxyphenyl)-1-(pyran-4-yl)pyrrolidin-2-one ClC1=C(C(=CC=C1Cl)O)[C@@H]1CC(N(C1)C1=CCOC=C1)=O